CN(CCN(C1=CC(=C(C=C1[N+](=O)[O-])NC1=NC=C(C(=N1)N1CC2(C3=NC(=CC=C31)C)CCC2)C(=O)OC(C)C)OC)C)C isopropyl 2-((4-((2-(dimethylamino)ethyl)(methyl)amino)-2-methoxy-5-nitrophenyl)amino)-4-(5'-methylspiro(cyclobutane-1,3'-pyrrolo[3,2-b]pyridin)-1'(2'H)-yl)pyrimidine-5-carboxylate